C1=NC=C(C2=CC=CC=C12)C1(NC(N(C1)C=1C=CC=C2C=NN(C12)COCC[Si](C)(C)C)=O)C#N (isoquinolin-4-yl)-2-oxo-1-(1-((2-(trimethylsilyl)ethoxy)methyl)-1H-indazol-7-yl)imidazoline-4-carbonitrile